S(OC1=CC=C(C=C1)OCC1=CC=C(C=C1)C(NCCC1=CC=CC=C1)=O)(=O)(=O)F 4-((4-(phenethylcarbamoyl)benzyl)oxy)phenyl sulfurofluoridate